C1=C(C=CC2=CC=CC=C12)C1OCC(CO1)=O 2-(naphthalen-2-yl)-1,3-dioxan-5-one